CS(=O)(=O)[O-].C(CCCCC)[N+]1=CC(=CC=C1)CCCC 1-Hexyl-3-butylpyridinium methansulfonat